(S)-4-((2-amino-2,4-dimethylpentyl)oxy)-5-methyl-N-(4-(4-methylpiperazin-1-yl)phenyl)thieno[2,3-d]pyrimidin-2-amine N[C@](COC=1C2=C(N=C(N1)NC1=CC=C(C=C1)N1CCN(CC1)C)SC=C2C)(CC(C)C)C